4-{6-[2-(7-Chloro-2,4-dimethyl-indol-1-yl)-ethylamino]-pyrimidin-4-yl}-2-ethylsulfanyl-benzoic acid ClC=1C=CC(=C2C=C(N(C12)CCNC1=CC(=NC=N1)C1=CC(=C(C(=O)O)C=C1)SCC)C)C